1-{4-[5-(3-Chloro-4-isobutylphenyl)-[1,2,4]-oxadiazol-3-yl]-benzyl}-4-phenylpiperidine-4-carboxylic acid ClC=1C=C(C=CC1CC(C)C)C1=NC(=NO1)C1=CC=C(CN2CCC(CC2)(C(=O)O)C2=CC=CC=C2)C=C1